(S)-(-)-ethyl-2-oxo-1-pyrrolidineacetamide C(C)[C@@H]1C(N(CC1)CC(=O)N)=O